(2S,4R)-1-(2-(3-acetyl-5-(pyridazin-4-yl)-1H-indol-1-yl)acetyl)-N-(1,5-dimethyl-6-oxo-4,5,6,7-tetrahydro-1H-pyrazolo[3,4-b]pyridin-3-yl)-4-fluoropyrrolidine-2-carboxamide C(C)(=O)C1=CN(C2=CC=C(C=C12)C1=CN=NC=C1)CC(=O)N1[C@@H](C[C@H](C1)F)C(=O)NC1=NN(C=2NC(C(CC21)C)=O)C